[2-(perfluorohexyl) ethyl] acrylate C(C=C)(=O)OCCC(C(C(C(C(C(F)(F)F)(F)F)(F)F)(F)F)(F)F)(F)F